C1(CC1)C1=CC(=NN1)NC(CC1=CC=C(C=C1)OCCN1CCCC1)=O N-(5-cyclopropyl-1H-pyrazol-3-yl)-2-(4-(2-(pyrrolidin-1-yl)ethoxy)phenyl)acetamide